tert-Butyl (1-(4-((3-chloro-2-fluorophenyl)amino)pyrido[3,4-d]pyrimidin-6-yl)pyrrolidin-3-yl)carbamate ClC=1C(=C(C=CC1)NC=1C2=C(N=CN1)C=NC(=C2)N2CC(CC2)NC(OC(C)(C)C)=O)F